ClC=1C=C(C=CC1C=CC(=O)NCC=1SC=C2C1CN(C2=O)C2C(NC(CC2)=O)=O)C 3-(3-chloro-4-tolyl)-N-((5-(2,6-dioxopiperidin-3-yl)-4-oxo-5,6-dihydro-4H-thieno[3,4-c]pyrrol-1-yl)methyl)acrylamide